FC1=CC=C2C(NC=NC2=C1C)=O 7-fluoro-8-methylquinazolin-4(3H)-one